2-(2-trifluoromethylphenyl)imidazo[4,5][1,10]phenanthroline FC(C1=C(C=CC=C1)C1=NC2=C3N=C4C(CC3=CC=C2C=C1)=NC=N4)(F)F